CC(CC(C)N)(N)C Dimethylbutane-1,3-diamine